(4-(6,7-dimethoxy-4-oxo-3,4-dihydro-phthalazin-1-yl)-2-fluorobenzyl)-N-methylsulfonamide hydrochloride Cl.COC=1C=C2C(NN=C(C2=CC1OC)C1=CC(=C(CS(=O)(=O)NC)C=C1)F)=O